Ethyl 6-bromo-1-(cyclopropylmethyl)-1H-indole-2-carboxylate Potassium carbonate C([O-])([O-])=O.[K+].BrC1=CC=C2C=C(N(C2=C1)CC1CC1)C(=O)OCC.[K+]